C(CCC)OCCC(=O)N(C)C 3-butoxy-N,N-dimethylpropanamide